NC=1C(=C(C=C2C=C(N=CC12)NC(=O)NC1C(COCC1)F)C1=C(C2=C(OCCN2)N=C1)C)F 1-(8-Amino-7-fluoro-6-(8-methyl-2,3-dihydro-1H-pyrido[2,3-b][1,4]oxazin-7-yl)isoquinolin-3-yl)-3-(3-fluorotetrahydro-2H-pyran-4-yl)urea